benzyl-(2S,5R)-5-[(5-cyclopropyl-2-([1-(2H3)Methyl-1H-pyrazol-4-yl]amino)-7H-pyrrolo[2,3-d]pyrimidin-4-yl)amino]-2-methylpiperidine-1-carboxylate C(C1=CC=CC=C1)OC(=O)N1[C@H](CC[C@H](C1)NC=1C2=C(N=C(N1)NC=1C=NN(C1)C([2H])([2H])[2H])NC=C2C2CC2)C